CCCCC\C=C/CCCCC (Z)-6-dodecene